C(C)(C)(C)OC(=O)N1C(CCCC1)C(=O)OC 1-(tert-butoxycarbonyl)-(5R)-(methoxycarbonyl)piperidine